ClC=1C(=NC(=NC1)NC=1C=C2C=NN(C2=CC1)CCN(C)C)C1=CN(C2=CC=CC=C12)C N-(5-chloro-4-(1-methyl-1H-indol-3-yl)pyrimidin-2-yl)-1-(2-(dimethylamino)ethyl)-1H-Indazole-5-amine